COC1=CC2=C(OC(O2)(C)C)C=C1 5-Methoxy-2,2-dimethylbenzo[d][1,3]dioxole